C(C)(C)(C)OC([C@H](CCC1=NN=NN1)N)=O (S)-2-amino-4-(1H-tetrazol-5-yl)butanoic acid tert-butyl ester